N-(m-toluylaminocarbonyl)-methionine C1(=CC(=CC=C1)NC(=O)N[C@@H](CCSC)C(=O)O)C